C(C)(=O)C1=C(N=C(S1)C=1C=NN2C1C=CC(=C2)OC)C2=CC(N(C=C2)C2CC2)=O 4-[5-acetyl-2-(6-methoxypyrazolo[1,5-a]pyridin-3-yl)-1,3-thiazol-4-yl]-1-cyclopropylpyridin-2-one